2-(5-chloro-2H-chromenyl)-2-hydroxy-2-phenylacetic acid methyl ester COC(C(C1=CC=CC=C1)(O)C1OC2=CC=CC(=C2C=C1)Cl)=O